FC(COC=1C(=NC(=CC1)N1C=NC2=C1C=C(C=C2)NC=2N=NC(=CC2)C)N2N=C(C=C2C)C#N)F 1-[3-(2,2-Difluoroethoxy)-6-[6-[(6-methylpyridazin-3-yl)amino]benzimidazol-1-yl]-2-pyridyl]-5-methyl-pyrazole-3-carbonitrile